(1S,3aS,6aR)-2-(9-fluoro-9H-fluorene-9-carbonyl)-N-((S)-4-hydroxy-3-oxo-1-((S)-2-oxopyrrolidin-3-yl)butan-2-yl)octahydrocyclopenta[c]pyrrole-1-carboxamide FC1(C2=CC=CC=C2C=2C=CC=CC12)C(=O)N1[C@@H]([C@H]2[C@@H](C1)CCC2)C(=O)N[C@@H](C[C@H]2C(NCC2)=O)C(CO)=O